CN1CCN(CC1)C1=CC=C(C=N1)C=1C=NC=2CCN(CC2C1)C1=NC(=NC(=C1C)C)C 3-(6-(4-methylpiperazin-1-yl)pyridin-3-yl)-6-(2,5,6-trimethylpyrimidin-4-yl)-5,6,7,8-tetrahydro-1,6-naphthyridine